C(C)(C)(C)N1S(C(=C(C1=O)NCCCOC1=C(C=CC=C1)F)C1=CC=CC=C1)(=O)=O 2-tert-butyl-4-{[3-(2-fluorophenoxy)propyl]amino}-5-phenylisothiazol-3(2H)-one 1,1-dioxide